1-[3-[4-(5-Ethynyl-2-fluoro-anilino)quinazolin-6-yl]azetidin-1-yl]prop-2-en-1-one C(#C)C=1C=CC(=C(NC2=NC=NC3=CC=C(C=C23)C2CN(C2)C(C=C)=O)C1)F